(2-methylamino-1,1-biphenyl-2-yl)palladium (II) CNC1(C(=CC=CC1)C1=CC=CC=C1)[Pd+]